1-methyl-3-({[(3S)-1-(6-methylpyridin-3-yl)piperidin-3-yl][(2-methylpyridin-4-yl)methyl]amino}methyl)-1,4-dihydroquinolin CN1C=C(CC2=CC=CC=C12)CN(CC1=CC(=NC=C1)C)[C@@H]1CN(CCC1)C=1C=NC(=CC1)C